S1C(C=CC=C1)C(=O)[O-] thiaininate